N1(CCCCCC1)CCCC(=O)O 4-(azepan-1-yl)butyric acid